[8-(1-hexylheptoxy)-8-oxo-octyl](2S)-4-hydroxypyrrolidine-2-carboxylate C(CCCCC)C(CCCCCC)OC(CCCCCCCOC(=O)[C@H]1NCC(C1)O)=O